C1=CC=CC2=CC3=CC=CC=C3C(=C12)C(SC1=CC=C(C=C1)OC)=O S-(4-methoxyphenyl) anthracene-9-carbothioate